1-methyl-1H-indole-6-carboxylate CN1C=CC2=CC=C(C=C12)C(=O)[O-]